ClC1=NC=C(C(=O)NC2=C(C=C(C(=C2)NC2=NC=C(C(=N2)N2CC3=C(CC2)C=CS3)Cl)OC)N3CCN(CC3)C)C=C1 6-chloro-N-(5-((5-chloro-4-(4,7-dihydrothieno[2,3-c]pyridin-6(5H)-yl)pyrimidin-2-yl)amino)-4-methoxy-2-(4-methylpiperazin-1-yl)phenyl)nicotinamide